C(C1=CC=CC=C1)N1N=C(N=C1)C(=O)NC1C(N(C=2N(CC1)N=C(C2)CNCCOC)C)=O 1-Benzyl-N-[2-[(2-methoxyethylamino)methyl]-4-methyl-5-oxo-7,8-dihydro-6H-pyrazolo[1,5-a][1,3]diazepin-6-yl]-1,2,4-triazol-3-carboxamid